FC(C(=O)O)(F)F.ClC=1C(=CC=C(C1)O)C1CC1 5-chloro-4-cyclopropylphenol 2,2,2-Trifluoroacetate salt